(3-fluorophenyl)hydrazine HCl Cl.FC=1C=C(C=CC1)NN